OC1(CCCCC1)C1=NC(=C(C(=O)O)C=C1)OC 6-(1-hydroxycyclohexyl)-2-methoxynicotinic acid